C(C1=CC=CC=C1)OC1=CC=C(C=C1)C1=NN=CO1 5-(4-(benzyloxy)phenyl)-1,3,4-oxadiazole